2-(4,7-dichloro-6-(4-(1-ethyl-azetidin-3-yl)phenyl)-2H-indazol-2-yl)-2-((R)-6-fluoro-6,7-dihydro-5H-pyrrolo[1,2-c]imidazol-1-yl)-N-(thiazol-2-yl)acetamide ClC=1C2=CN(N=C2C(=C(C1)C1=CC=C(C=C1)C1CN(C1)CC)Cl)C(C(=O)NC=1SC=CN1)C1=C2N(C=N1)C[C@@H](C2)F